1,3-dibromo-5-tert-butyl-benzene BrC1=CC(=CC(=C1)C(C)(C)C)Br